C(CCC\C=C/C\C=C/C\C=C/C\C=C/C\C=C/CC)O[C@H](C(=O)N1C(O[C@@H]([C@@H]1C)C1=CC=CC=C1)=O)CC (4S,5R)-3-((S)-2-((5Z,8Z,11Z,14Z,17Z)-icosa-5,8,11,14,17-pentaenyloxy)butanoyl)-4-methyl-5-phenyloxazolidin-2-one